(R)-4-(benzo[d][1,3]dioxol-5-yl)-6,6a,7,8,9,10-hexahydro-5H-pyrazino[1,2-a][1,8]naphthyridine O1COC2=C1C=CC(=C2)C=2C=1CC[C@H]3N(C1N=CC2)CCNC3